NC1=NC=CC(=C1F)CC=1C(=C(C(=C(C(=O)NOC(C#C[Si](C)(C)C)([2H])[2H])C1)NC1=C(C=C(C=C1)I)F)F)F 5-((2-amino-3-fluoropyridin-4-yl)methyl)-3,4-difluoro-2-((2-fluoro-4-iodophenyl)aminyl)-N-((3-(trimethylsilyl)prop-2-yn-1-yl-1,1-d2)oxy)benzamide